FC1=CC=C(CN2N=CC(=C2)C(=O)N2CC3(CN(C3)C(C(C(F)(F)F)(C)C)=O)[C@@H](C2)COCC2=C(C(=O)OC(C)(C)C)C=CC=C2)C=C1 tert-butyl (S)-2-(((6-(1-(4-fluorobenzyl)-1H-pyrazole-4-carbonyl)-2-(3,3,3-trifluoro-2,2-dimethylpropanoyl)-2,6-diazaspiro[3.4]octan-8-yl)methoxy)methyl)benzoate